BrC1=CC=C(C=C1)/C=C/C(=O)N1CCN(CC1)C(C1=CC=C(C=C1)OC1COCC1)=O (E)-3-(4-bromophenyl)-1-(4-(4-((tetrahydrofuran-3-yl)oxy)benzoyl)piperazin-1-yl)prop-2-en-1-one